C(C)(C)(C)OC(=O)N1CCC(CC1)(N(C(C(F)(F)F)=O)C)C#N.N1(CCOCC1)CCOC1=CC=C(C(=O)N)C=C1 4-{[2-(4-morpholinyl)ethyl]Oxy}benzamide tert-butyl-4-cyano-4-(2,2,2-trifluoro-N-methylacetamido)piperidine-1-carboxylate